4-(3-phenyl-1H-pyrazol-1-yl-7-(pyridin-4-yl)-6,7-dihydro-5H-pyrrolo[2,3-d]pyrimidin-2-yl)morpholine C1(=CC=CC=C1)C1=NN(C=C1)C=1C2=C(N=C(N1)N1CCOCC1)N(CC2)C2=CC=NC=C2